((4-(6-isopropyl-5-(8-methoxy-[1,2,4]triazolo[1,5-a]pyridin-6-yl)-4H-pyrrolo[3,2-d]thiazol-2-yl)cyclohexyl)(methyl)amino)-N,N-dimethylacetamide C(C)(C)C1=C(NC2=C1N=C(S2)C2CCC(CC2)N(C)CC(=O)N(C)C)C=2C=C(C=1N(C2)N=CN1)OC